IC=1C=C(C=CC1)C1=NC2=C(N=CC=C2C=C1)NCC1=CC=C(C=C1)OC 2-(3-iodophenyl)-N-(4-methoxybenzyl)-1,7-naphthyridin-8-amine